ClC1=C(C=CC=C1Cl)SC=1N=CC(=NC1C)N1CCNCCC1 (5-((2,3-dichlorophenyl)thio)-6-methylpyrazin-2-yl)-1,4-diazepane